ClC1=C2CC(CC2=CC(=C1)Cl)N(C)C 4,6-dichloro-N,N-dimethyl-2,3-dihydro-1H-inden-2-amine